bis(2-hydroxyethyl)dimethyl-ammonium iodide [I-].OCC[N+](C)(C)CCO